4-{5-[4-(2,4-dinitrophenyl-sulfonyloxy)phenyl]thiophen-2-yl}-7-(thiophen-2-yl)-2,1,3-benzothiadiazole [N+](=O)([O-])C1=C(C=CC(=C1)[N+](=O)[O-])S(=O)(=O)OC1=CC=C(C=C1)C1=CC=C(S1)C1=CC=C(C2=NSN=C21)C=2SC=CC2